tert-butyl-(4-fluoro-2-methoxybenzyloxy)dimethylsilane C(C)(C)(C)[Si](C)(C)OCC1=C(C=C(C=C1)F)OC